2-(5-(5-methylthiophen-2-yl)-1H-imidazol-2-yl)piperidin CC1=CC=C(S1)C1=CN=C(N1)C1NCCCC1